C1CCC12CCN(CC2)CC(=O)NC=2C=C(C(=NC2)C)NC(=O)C2=NN=C1N2C=CC(=C1)NC1COC1 N-(5-(2-(7-azaspiro[3.5]nonan-7-yl)acetamido)-2-methylpyridin-3-yl)-7-(oxetan-3-ylamino)-[1,2,4]triazolo[4,3-a]pyridine-3-carboxamide